tert-Butyl 4-[2-(3-cyanophenyl)-3-iodo-pyrazolo[1,5-a]pyrimidin-5-yl]oxypiperidine-1-carboxylate Sodium hydride [H-].[Na+].C(#N)C=1C=C(C=CC1)C1=NN2C(N=C(C=C2)OC2CCN(CC2)C(=O)OC(C)(C)C)=C1I